3,3'-(((1r,3s)-cyclohexane-1,3-diyl)bis(ethane-2,1-diyl))dibenzonitrile [C@H]1(C[C@@H](CCC1)CCC=1C=C(C#N)C=CC1)CCC=1C=C(C#N)C=CC1